(7-fluoro-2,3-dihydro-2-methyl-4H-1,4-benzoxazin-4-yl)[2-(4-methyl-1-piperazinyl)-4-pyridinyl]methanone FC1=CC2=C(N(CC(O2)C)C(=O)C2=CC(=NC=C2)N2CCN(CC2)C)C=C1